C(CC)NOCCNC(OC1CCC1)=O cyclobutyl N-[2-(propylaminooxy)ethyl]carbamate